5-(4-((2-fluoroethylamino)methyl)phenyl)-1,3,4-oxadiazol FCCNCC1=CC=C(C=C1)C1=NN=CO1